FC(OC1=C(C=C(C=C1)S(=O)(=O)C=1C=NN(C1)CCN(C)C)C1=NN(C=C1NC(=O)C=1C=NN2C1N=CC=C2)C)F N-[3-[2-(difluoromethoxy)-5-[1-[2-(dimethylamino)ethyl]pyrazol-4-yl]sulfonyl-phenyl]-1-methyl-pyrazol-4-yl]pyrazolo[1,5-a]pyrimidine-3-carboxamide